COC1=CC=C2C=CC=3N=C(OC3C2=C1)N(C)C 8-Methoxy-N,N-dimethylnaphtho[2,1-d]oxazol-2-amine